5-chloro-7-(1-ethylcyclobutyl)-2-methanesulfinylimidazo[4,3-f][1,2,4]triazine ClC=1N=C(N2N=C(N=CC21)S(=O)C)C2(CCC2)CC